NC1=NC2=NC=C(N=C2C(N1)=O)CNC1=CC=C(C(=O)N[C@@H](CCC(NCCNC(=O)OCC2[C@H]3CCC#CCC[C@@H]23)=O)C(=O)O)C=C1 N2-(4-(((2-amino-4-oxo-3,4-dihydropteridin-6-yl)methyl)amino)benzoyl)-N5-(2-(((((1R,8S,9s)-bicyclo[6.1.0]non-4-yn-9-yl)methoxy)carbonyl)amino)ethyl)-L-glutamine